C(C1=CC=CC=C1)OC(=O)N1C(C(N(CC1)C=1C=NC(=CC1)N(C(=O)OC(C)(C)C)C(=O)OC(C)(C)C)=O)CC1=CC=CC=C1 benzyl-4-[6-[di(tert-butoxycarbonyl)amino]-3-pyridinyl]-3-oxo-piperazine-1-carboxylic acid benzyl ester